NC=1C(=C(C(=C(C(=O)NC=2C=C(C=CC2N2CCN(CC2)C)N2N=NC(=C2)C(=O)NCCCN2CCOCC2)C1)Cl)C)F 1-(3-(5-amino-2-chloro-4-fluoro-3-methylbenzamido)-4-(4-methylpiperazin-1-yl)phenyl)-N-(3-morpholinopropyl)-1H-1,2,3-triazole-4-carboxamide